2-[7-[(5-chloro-2-pyridyl)methyl]-2-azaspiro[3.5]nonane-2-carbonyl]-7-oxa-2,5-diazaspiro[3.4]octan-6-one ClC=1C=CC(=NC1)CC1CCC2(CN(C2)C(=O)N2CC3(C2)NC(OC3)=O)CC1